ClC1=C(C=C(C(=O)N2CCC(CC2)N2CC(C2)(N2N=CC(=C2)C=2C3=C(N=CN2)NC=C3)CC#N)C=C1)F {1-[1-(4-chloro-3-fluorobenzoyl)piperidin-4-yl]-3-[4-(7H-pyrrolo[2,3-d]pyrimidin-4-yl)-1H-pyrazol-1-yl]azetidin-3-yl}acetonitrile